S(=O)(=O)(O)C(=C(C(=O)N)CCC[NH+](C)C)CCCO Sulfohydroxypropyldimethylammoniopropylacrylamid